ClC1=CC=C(C=C1)S(=NC(C1=CC(=C(C=C1)C1=NOC(=N1)C(F)(F)F)OC)=O)(=O)C N-((4-chlorophenyl)(methyl)(oxo)-λ6-sulfaneylidene)-3-methoxy-4-(5-(trifluoromethyl)-1,2,4-oxadiazol-3-yl)benzamide